CC1=C(C(=CC=C1)C)C=1C=C2C(=NC(=NC2=CC1)NC[C@@H]1CNCC1)C1=CC(=C(C#N)C=C1)F (S)-4-(6-(2,6-dimethylphenyl)-2-((pyrrolidin-3-ylmethyl)amino)quinazolin-4-yl)-2-fluorobenzonitrile